C(CCC)C1(CCCCCCC1)CCCC di(n-butyl)cyclooctane